(2R)-2-amino-3-[1-[3-[2-[4-[1,3-bis(2-methoxyethylcarbamoyloxy)propan-2-yloxy]butanoylamino]ethylamino]-3-oxopropyl]-2,5-dioxopyrrolidin-3-yl]sulfanylpropanoic acid N[C@H](C(=O)O)CSC1C(N(C(C1)=O)CCC(=O)NCCNC(CCCOC(COC(NCCOC)=O)COC(NCCOC)=O)=O)=O